C1(CC1)C1=CC(=NN1C1OCCCC1)NC1=CC2=C(C(=NO2)N(S(=O)(=O)C2=C(C=C(C=C2OC)C2N(CCC2)CC)OC)CC2=CC=C(C=C2)OC)C=C1OC N-(6-{[5-cyclopropyl-1-(oxan-2-yl)-1H-pyrazol-3-yl]amino}-5-methoxy-1,2-benzoxazol-3-yl)-4-(1-ethylpyrrolidin-2-yl)-2,6-dimethoxy-N-[(4-methoxyphenyl)methyl]benzene-1-sulfonamide